3-(2,6-dibenzyloxy-3-pyridyl)-1H-imidazo[4,5-f]quinolin-2-one C(C1=CC=CC=C1)OC1=NC(=CC=C1N1C(NC2=C3C=CC=NC3=CC=C21)=O)OCC2=CC=CC=C2